NCCOS(=O)(=O)CCN.[Na] sodium (2-aminoethyl)-2-aminoethanesulfonate